OC=1C=C2C(=CN=NN2C1)C1=CC(=C(CNC(OC(C)(C)C)=O)C=C1)C tert-butyl (4-(6-hydroxypyrrolo[2,1-f]triazin-4-yl)-2-methylbenzyl)carbamate